C1(CC1)C=1C=C(C=2N(C1)C=C(N2)CNC2=CC(=NC=N2)NC(=O)[C@@H]2[C@H](C2)C2=NC=CC(=N2)C)N2C(OCC2)=O |r| rac-(1S*,2S*)-N-(6-(((6-cyclopropyl-8-(2-oxooxazolidin-3-yl)imidazo[1,2-a]pyridin-2-yl)methyl)amino)pyrimidin-4-yl)-2-(4-methylpyrimidin-2-yl)cyclopropane-1-carboxamide